1,5-dimethylnaphthalene CC1=CC=CC2=C(C=CC=C12)C